(6-chloro-2-methyl-benzotriazol-5-yl)methanol ClC=1C(=CC=2C(=NN(N2)C)C1)CO